methylvinyl-maleic anhydride CC=C/C=1/C(=O)OC(\C1)=O